C1=C(C=CC=2OC3=C(C21)C=CC=C3)NC3=CC(=CC=C3)N(C3=CC=CC=C3)C3=CC=CC=C3 N1-(dibenzo[b,d]furan-2-yl)-N3,N3-diphenylbenzene-1,3-diamine